C(C)(C)(C)OC(=O)N1CC2(CC2(F)F)CCC1 1,1-difluoro-5-azaspiro[2.5]octane-5-carboxylic acid tert-butyl ester